S1(NC(C=2C1=NC=CC2)=O)(=O)=O Isothiazolo[5,4-B]pyridin-3(2H)-one 1,1-dioxide